NC1=C(C=CC=C1)C=1N=C(SC1)NC1=C(C=CC=C1)C(F)(F)F 4-(2-aminophenyl)-N-[2-(trifluoromethyl)phenyl]Thiazol-2-amine